1,2,4-tris(mercaptoethyl)cyclohexane tert-butyl-(1-methyl-3-((3-(pyridin-4-yl)thieno[3,2-b]pyridin-5-yl)-amino)-1H-pyrazol-5-yl)carbamate C(C)(C)(C)N(C(O)=O)C1=CC(=NN1C)NC1=CC=C2C(=N1)C(=CS2)C2=CC=NC=C2.SCCC2C(CC(CC2)CCS)CCS